COC1=C(CS(=O)(=O)C2=CC3=C(S\C(\C(N3)=O)=C/C3=CC=C(C=C3)F)C=C2)C(=CC=C1)OC (Z)-6-((2,6-dimethoxybenzyl)sulfonyl)-2-(4-fluorobenzylidene)-2H-benzo[b][1,4]thiazin-3(4H)-one